C=C1C=CC(N1)=O 5-methylene-pyrrol-2-one